(2-bromo-6-methylphenyl)-2,4-dichloropyrimidine-5-carboxamide BrC1=C(C(=CC=C1)C)C1=C(C(=NC(=N1)Cl)Cl)C(=O)N